dicyclohexyl-[2,4,6-tri(prop-2-yl)phenyl]phosphine C1(CCCCC1)P(C1=C(C=C(C=C1C(C)C)C(C)C)C(C)C)C1CCCCC1